(R)-1-(1-(7-(4-Fluorobenzoyl)-8-methyl-3-(3-methyl-1,2,4-thiadiazol-5-yl)-5,6,7,8-Tetrahydroimidazo[1,5-a]pyrazin-1-yl)cyclopropyl)ethan-1-one FC1=CC=C(C(=O)N2[C@@H](C=3N(CC2)C(=NC3C3(CC3)C(C)=O)C3=NC(=NS3)C)C)C=C1